rac-tert-Butyl (2R,5S)-5-methyl-2-[4-[[(2,2,2-trifluoroacetyl)amino]methyl]phenyl]piperidine-1-carboxylate C[C@H]1CC[C@@H](N(C1)C(=O)OC(C)(C)C)C1=CC=C(C=C1)CNC(C(F)(F)F)=O |r|